[Cl-].C(C1=CC=CC=C1)[N+](CCCCCCCC)(C)C Benzyl-dimethyl-octyl-ammonium chloride